3-iodo-1-(difluoromethyl)pyrazole IC1=NN(C=C1)C(F)F